butyl α-cyanoacrylate C(#N)C(C(=O)OCCCC)=C